N-(4-fluorophenyl)-N-(oxetan-3-yl)pyrrolidine-2-carboxamide FC1=CC=C(C=C1)N(C(=O)C1NCCC1)C1COC1